1,3,5-tris-[(4-tert-butyl-3-hydroxy-2,6-xylyl)methyl]-1,3,5-triazine-2,4,6(1h,3h,5h)-trione C(C)(C)(C)C1=C(C(=C(C(=C1)C)CN1C(N(C(N(C1=O)CC1=C(C(=C(C=C1C)C(C)(C)C)O)C)=O)CC1=C(C(=C(C=C1C)C(C)(C)C)O)C)=O)C)O